3-(4-((5-(methylamino)pentyl)amino)-1-oxoisoindolin-2-yl)piperidine CNCCCCCNC1=C2CN(C(C2=CC=C1)=O)C1CNCCC1